C(C)C(CN)CCCC 2-ethyl-1-hexylamin